C(C(C)C)N1N=C2C=CC=C(C2=C1C(=O)OC)CC1=CC=C(C=C1)C(F)(F)F methyl 2-isobutyl-4-[[4-(trifluoromethyl) phenyl]methyl]indazole-3-carboxylate